1-((R)-2,2-difluorocyclopropyl)-N-((R)-1-(2-fluoro-3-(trifluoromethyl)phenyl)ethyl)-4-(((1R,5s,6s)-3-methyl-3-azabicyclo[3.1.0]hex-6-yl)amino)-6-oxo-1,6-dihydropyridine-3-carboxamide FC1([C@@H](C1)N1C=C(C(=CC1=O)NC1[C@@H]2CN(C[C@H]12)C)C(=O)N[C@H](C)C1=C(C(=CC=C1)C(F)(F)F)F)F